(R)-(1-(2,2-dimethyl-4,6-dioxo-1,3-dioxan-5-yl)-3-methylbutan-2-yl)carbamic acid tert-butyl ester C(C)(C)(C)OC(N[C@H](CC1C(OC(OC1=O)(C)C)=O)C(C)C)=O